4-chloro-N-(1-cyanocyclopropyl)-1-[5-(difluoromethyl)-1,3,4-thiadiazol-2-yl]-indazole-6-sulfonamide ClC1=C2C=NN(C2=CC(=C1)S(=O)(=O)NC1(CC1)C#N)C=1SC(=NN1)C(F)F